COC(=O)C\C=C\CN(C(=O)C=1C(=NC(=NC1)C1NCCC1)NC1=CC=CC=C1)CC1=CC=CC=C1 (E)-4-(N-benzyl-4-anilino-2-tetrahydropyrrolylpyrimidine-5-carboxamido)-2-butenecarboxylic acid methyl ester